N(C1=CC=CC=C1)C1=NC=CC(=C1)C=1C(=NN2C1CN(CC2)C(C=C)=O)C2=CC=C(C=C2)F 1-[3-(2-anilinopyridin-4-yl)-2-(4-fluorophenyl)-6,7-dihydropyrazolo[1,5-a]pyrazin-5(4H)-yl]prop-2-en-1-one